N[C@@H]1COCC[C@H]1C1=C(C2=NC(=CC(=C2S1)NCC=1SC=CC1)Cl)Br 2-((3S,4R)-3-aminotetrahydro-2H-pyran-4-yl)-3-bromo-5-chloro-N-(thiophen-2-ylmethyl)thieno[3,2-b]pyridin-7-amine